BrC=1C=NC2=C(C(=CC=C2C1)F)C=1C(=NC(=CC1)CC)N (3-bromo-7-fluoroquinolin-8-yl)-6-ethylpyridin-2-amine